(13Z)-13,15-hexadecadienal C(CCCCCCCCCCC\C=C/C=C)=O